C(C)(=O)NCC1CCN(CC1)CC=1C=C(C=C(C1)C1=CC(=CC(=C1)Cl)Cl)OC=1C=CC(=NC1)N1CCN(CC1)CCC(=O)O 3-(4-(5-((5-((4-(acetamidomethyl)piperidin-1-yl)methyl)-3',5'-dichloro-[1,1'-biphenyl]-3-yl)oxy)pyridin-2-yl)piperazin-1-yl)propanoic acid